2-amino-6-bromo-4-(1-ethoxyvinyl)nicotinic acid methyl ester COC(C1=C(N=C(C=C1C(=C)OCC)Br)N)=O